C(C1=CC=CC=C1)OC=1C(=C(C=C(C1)CC1=CC=C(C=C1)S(=O)(=O)[O-])CC1=CC=C(C=C1)S(=O)(=O)[O-])C(=O)N1CC2=CC=C(C=C2C1)C=O 5-(benzyloxy)-4-(5-formyl-isoindoline-2-carbonyl)-1,3-phenylenebis(4-toluenesulfonate)